C[C@@H]1CCN2C(O1)=C(C(=N2)C=2C=NN(C2)S(=O)(=O)C)C(=O)OCC Ethyl (5R)-5-methyl-2-(1-methylsulfonylpyrazol-4-yl)-6,7-dihydro-5H-pyrazolo[5,1-b][1,3]oxazine-3-carboxylate